CC1(O[C@H]2C[C@@]34[C@H](C([C@H]([C@]2(O1)C)C4)(C)C)CC[C@H]3C)COCC=C (1R,3S,7R,8R,10S,13R)-5,7,9,9,13-pentamethyl-5-{[2-propen-1-yloxy]methyl}-4,6-dioxatetracyclo[6.5.1.01,10.03,7]tetradecane